C(C)(C)(C)C=1C=C2C(=CC(=NC2=CC1)C)C1CCOCC1 6-tert-butyl-4-(tetrahydro-2H-pyran-4-yl)-2-methylquinoline